N[C@@H]1CN(CC1)C([C@@H](C)NC(C1=C(C=C(C=C1)NC=1C=2N(C=CN1)C(=CN2)C=2C(=NNC2)C(F)(F)F)Cl)=O)=O N-[(2R)-1-[(3S)-3-aminopyrrolidin-1-yl]-1-oxopropan-2-yl]-2-chloro-4-[[3-[3-(trifluoromethyl)-1H-pyrazol-4-yl]imidazo[1,2-a]pyrazin-8-yl]amino]benzamide